(2R)-aziridine-2-carboxylic acid methyl ester COC(=O)[C@@H]1NC1